ClC=1C=CC(=C(C1)N1C(C(N(CC1)[C@H](C(=O)OC(C)(C)C)CC1=CC=CC=C1)=O)=O)[N+](=O)[O-] tert-butyl (S)-2-(4-(5-chloro-2-nitrophenyl)-2,3-dioxopiperazin-1-yl)-3-phenylpropionate